[K+].FC1(CC1)C1=NN(C=C1C(=O)[O-])C 3-(1-fluorocyclopropyl)-1-methyl-1H-pyrazole-4-carboxylic acid potassium salt